Cl.FC=1C=C(C=CC1C1=CC=NC=2NC(C=CC12)=O)C(C)NS(=O)=O N-(1-(3-fluoro-4-(7-oxo-7,8-dihydro-1,8-naphthyridin-4-yl)phenyl)ethyl)sulfonamide hydrochloride